bis(phthalimidomethyl)zinc C1(C=2C(C(N1C[Zn]CN1C(C=3C(C1=O)=CC=CC3)=O)=O)=CC=CC2)=O